FC(CN1N=CC=2C1=NC(=CN2)N2CC1(CC2)CCN(CC1)C1=NC(=NC(=C1)C(F)(F)F)C)F 2-[1-(2,2-difluoroethyl)-1H-pyrazolo[3,4-b]pyrazin-6-yl]-8-[2-methyl-6-(trifluoromethyl)pyrimidin-4-yl]-2,8-diazaspiro[4.5]decane